C(C)(C)(C)OC(=O)NC(C(=O)O)C(C)(OC(C)=S)C 2-tert-butoxycarbonylamino-3-methyl-3-thioacetoxybutanoic acid